2-(4-chloro-2-fluorophenyl)-6,7-dihydropyrazolo[1,5-a]pyrazin-4(5H)-one ClC1=CC(=C(C=C1)C1=NN2C(C(NCC2)=O)=C1)F